(3,5-difluoro-4-nitrophenyl)(4-(4,4,5,5-tetramethyl-1,3,2-dioxaborolan-2-yl)-1H-indol-1-yl)methanone FC=1C=C(C=C(C1[N+](=O)[O-])F)C(=O)N1C=CC2=C(C=CC=C12)B1OC(C(O1)(C)C)(C)C